FC1(CCC(CC1)NC(=O)C1=NC(=NN1C)C1=CC=C(C=C1)C=NNC(NC1=C(C=CC=C1)C(C)C)=S)F N-(4,4-Difluorocyclohexyl)-3-[4-({[(2-isopropylphenyl)carbamothioyl]hydrazono}methyl)phenyl]-1-methyl-1H-1,2,4-triazol-5-carboxamid